1-{[3-(3-methyl-1H-pyrazol-5-yl)-5-[(3R)-3-methylmorpholin-4-yl]-[1,2]thiazolo[4,5-b]pyridin-7-yl]imino}-1λ^6-thian-1-one CC1=NNC(=C1)C1=NSC=2C1=NC(=CC2N=S2(CCCCC2)=O)N2[C@@H](COCC2)C